1-(4-Bromophenyl)-3-ethoxy-8-(4-methoxybenzyl)-8-azabicyclo[3.2.1]octane BrC1=CC=C(C=C1)C12CC(CC(CC1)N2CC2=CC=C(C=C2)OC)OCC